N~7~-[(1,5-dimethyl-1H-pyrazol-3-yl)methyl]-N~2~-(6-methoxy-2-methyl-1,2,3,4-tetra-hydroisoquinolin-7-yl)quinazoline-2,7-diamine CN1N=C(C=C1C)CNC1=CC=C2C=NC(=NC2=C1)NC1=C(C=C2CCN(CC2=C1)C)OC